C(CCCCC)[B-](CCCCCC)(CCCCCC)CCCCCC.C(CCC)[N+](CCCC)(CCCC)CCCC Tetrabutylammonium Tetrahexylborat